BrC1=C(C=C(C(=C1)Br)Br)O 2,4,5-tribromophenol